N1(N=CN=C1)CC1C(CC2=CC(=CC=C12)OCC1=CC=CC=C1)(C)C ((1H-1,2,4-triazole-1-yl)methyl)-5-(benzyloxy)-2,2-dimethyl-2,3-dihydro-1H-indene